trans-5-tridecene CCCC\C=C\CCCCCCC